FC=1C=C2C(=NC1OC=1C=CC(=C(C1)C=1NC=C(N1)C1(CCOC3=C(C=CC=C13)CCC(=O)O)C)F)C=CN2 3-[4-[2-[5-[(6-fluoro-1H-pyrrolo[3,2-b]pyridin-5-yl)oxy]-2-fluoro-phenyl]-1H-imidazol-4-yl]-4-methyl-chroman-8-yl]propanoic acid